1-piperidino-disiloxane N1(CCCCC1)[SiH2]O[SiH3]